ClC=1C=C(C=CC1C1CC1)C(=O)[C@@H]1[C@H](C1)C=1N=NNN1 5-[(1S,2S)-2-[(3-chloro-4-cyclopropylphenyl)carbonyl]cyclopropyl]-2H-1,2,3,4-tetrazole